tert-Butyl N-{6-[(2R)-butan-2-yl]-5-cyanopyridin-2-yl}-N-[(tert-butoxy)carbonyl]carbamate tert-Butyl-N-[6-(butan-2-yl)-5-cyanopyridin-2-yl]-N-[(tert-butoxy)carbonyl]carbamate C(C)(C)(C)OC(N(C(=O)OC(C)(C)C)C1=NC(=C(C=C1)C#N)C(C)CC)=O.C[C@H](CC)C1=C(C=CC(=N1)N(C(OC(C)(C)C)=O)C(=O)OC(C)(C)C)C#N